CN1C(/C(/C2=CC=CC=C12)=C\1/C(N(C2=CC=CC=C12)CC#C)=O)=O (E)-1-methyl-1'-(prop-2-yn-1-yl)-[3,3'-biindolinylidene]-2,2'-dione